4-[4-(4-{4-[3-(2,6-Difluoro-benzenesulfonylamino)-2-fluoro-phenyl]-2-difluoromethyl-thiazol-5-yl}-pyrimidin-2-ylamino)-piperidine-1-sulfonyl]-piperazine-1-carboxylic acid benzyl ester C(C1=CC=CC=C1)OC(=O)N1CCN(CC1)S(=O)(=O)N1CCC(CC1)NC1=NC=CC(=N1)C1=C(N=C(S1)C(F)F)C1=C(C(=CC=C1)NS(=O)(=O)C1=C(C=CC=C1F)F)F